C1(CCCCC1)[C@@H](C)NC=1SC(=C(N1)C)C=1C=CC(=C(C1)S(=O)(=O)NC1=CC=C(C=C1)O)OC 5-[2-[[(1R)-1-cyclohexylethyl]amino]-4-methyl-thiazol-5-yl]-N-(4-hydroxyphenyl)-2-methoxy-benzenesulfonamide